FC=1C(=NC=CC1)CNCC1=NC=CC=C1F bis((3-fluoropyridin-2-yl)methyl)amine